3-methyl-L-glutamine CC([C@H](N)C(=O)O)CC(N)=O